2-(3-(((1R,2S,3S,5S)-2-fluoro-1,5-dimethyl-8-azabicyclo[3.2.1]octan-3-yl)(methyl)amino)-1,2,4-triazin-6-yl)-5-(1H-imidazol-1-yl)phenol F[C@@H]1[C@]2(CC[C@@](C[C@@H]1N(C=1N=NC(=CN1)C1=C(C=C(C=C1)N1C=NC=C1)O)C)(N2)C)C